C(CCC)N1C(C(C2=CC=CC=C12)CC=C)=O 1-butyl-3-(propan-2-enyl)indol-2-one